N-(3-(2,2-difluoroacetamido)-2,6-difluorophenyl)benzamide FC(C(=O)NC=1C(=C(C(=CC1)F)NC(C1=CC=CC=C1)=O)F)F